CC([C@@H](C(=O)N1[C@@H](C[C@H](C1)O)C(=O)OC)NC(CN1CCNCC1)=O)(C)C methyl (2S,4R)-1-((S)-3,3-dimethyl-2-(2-(piperazin-1-yl)acetamido)butanoyl)-4-hydroxypyrrolidine-2-carboxylate